imidazolecarboxylic acid calcium salt [Ca+2].N1C(=NC=C1)C(=O)[O-].N1C(=NC=C1)C(=O)[O-]